2-bromo-4H-thieno[3,2-b]indole BrC1=CC=2NC=3C=CC=CC3C2S1